2-chloro-N-[(1-hydroxycyclohexyl)methyl]-7H-pyrrolo[2,3-d]pyrimidine-6-carboxamide ClC=1N=CC2=C(N1)NC(=C2)C(=O)NCC2(CCCCC2)O